(3R,4S)-1-(1-benzylpiperidin-4-yl)-3-hydroxy-4-methylpyrrolidin-2-one C(C1=CC=CC=C1)N1CCC(CC1)N1C([C@@H]([C@H](C1)C)O)=O